C[N+](C)(C)C(C(=O)[O-])CC.BrC1=C(C(=O)N(C2=C(C=C(C=C2)OC)C)C(=O)OC(C)(C)C)C=CC=C1 2-bromo-N-BOC-N-(4-methoxy-2-methylphenyl)benzamide Trimethylammonio-Butyrat